cinnamyl-glucose C(C=CC1=CC=CC=C1)C(=O)[C@H](O)[C@@H](O)[C@H](O)[C@H](O)CO